2-((2S,4S)-4-(7-bromo-8-cyano-4-(3-(dimethylamino)azetidin-1-yl)-6-fluoro-1H-[1,2,3]triazolo[4,5-c]quinolin-1-yl)piperidin-2-yl)acetic acid BrC=1C(=CC=2C3=C(C(=NC2C1F)N1CC(C1)N(C)C)N=NN3[C@@H]3C[C@H](NCC3)CC(=O)O)C#N